N-(3-(5-chlorobenzo[d]thiazol-2-yl)bicyclo[1.1.1]pentan-1-yl)-5-(2-(methylsulfinyl)propan-2-yl)furan-2-carboxamide ClC=1C=CC2=C(N=C(S2)C23CC(C2)(C3)NC(=O)C=3OC(=CC3)C(C)(C)S(=O)C)C1